NC12CC3(CC(CC(C1)(C3)N)(C2)N)N 1,3,5,7-tetra-aminoadamantane